(3R,4S)-3-cyclopropyl-1-(3-fluoro-6-(1-((1s,3S)-3-hydroxy-3-methylcyclobutyl)-1H-pyrazol-4-yl)pyrazolo[1,5-a]pyrazin-4-yl)-4-methyl-2-oxopyrrolidine-3-carbonitrile C1(CC1)[C@]1(C(N(C[C@H]1C)C=1C=2N(C=C(N1)C=1C=NN(C1)C1CC(C1)(C)O)N=CC2F)=O)C#N